C(=O)C1=CC=C(OC2CN(C2)C(=O)OC(C)(C)C)C=C1 tert-butyl 3-(4-formylphenoxy)azetidine-1-carboxylate